C12(CC3CC(CC(C1)C3)C2)[NH-] N-(adamantan-1-yl)amid